6-((4-(4-isopropylphenyl)pyridin-2-yl)methyl)-6-azaspiro[2.5]octane C(C)(C)C1=CC=C(C=C1)C1=CC(=NC=C1)CN1CCC2(CC2)CC1